2-({6-[5-Fluoro-3-(piperidin-4-yl)cinnolin-7-yl]-2-methylimidazo[1,2-b]pyridazin-8-yl}oxy)-N,N-dimethylethan-1-amin FC1=C2C=C(N=NC2=CC(=C1)C=1C=C(C=2N(N1)C=C(N2)C)OCCN(C)C)C2CCNCC2